C1(CC1)C(=O)N1CC(C1)C1=CC=C2C=C(C(=C(C2=C1)F)N1CC(NS1(=O)=O)=O)O 5-{7-[1-(cyclopropanecarbonyl)azetidin-3-yl]-1-fluoro-3-hydroxynaphthalen-2-yl}-1λ6,2,5-thiadiazolidine-1,1,3-trione